N[C@@H](C(C)C)C(=O)O[C@@H]1[C@H](O[C@@]([C@@H]1O)(C#N)C1=CC=C2C(=NC=NN21)NC(C(C)(C)OCCCC)=O)COC(CC2=CC=CC=C2)=O (2R,3S,4R,5R)-5-(4-(2-butoxy-2-methylpropanamido)pyrrolo[2,1-f][1,2,4]triazin-7-yl)-5-cyano-4-hydroxy-2-((2-phenylacetoxy)methyl)tetrahydrofuran-3-yl L-valinate